pyrrolidinocycloundecan-11-one N1(CCCC1)C1CCCCCCCCCC1=O